1,1'-dipropyl-4,4'-bipyridine C(CC)N1C=CC(C=C1)=C1C=CN(C=C1)CCC